C(C1=CC=CC=C1)(C1=CC=CC=C1)=NC1=NC(=CC(=C1)C(=O)OC)OC methyl 2-(benzhydrylideneamino)-6-methoxy-pyridine-4-carboxylate